C(C1=CC=CC=C1)OC(=O)N1[C@@H](CCC1)C(=O)O (s)-1-((benzyloxy)carbonyl)pyrrolidine-2-carboxylic acid